3,3-dimethyl-4-pentenoic acid methyl ester COC(CC(C=C)(C)C)=O